titanium tris-catecholate C=1([O-])C([O-])=CC=CC1.C=1([O-])C([O-])=CC=CC1.C=1([O-])C([O-])=CC=CC1.[Ti+4]